N-(6-(1-isopropyl-1H-pyrazol-5-yl)-5-(3-((1R,3R)-3-(trifluoromethoxy)cyclopentyl)phenyl)pyrazin-2-yl)benzenesulfonamide C(C)(C)N1N=CC=C1C1=C(N=CC(=N1)NS(=O)(=O)C1=CC=CC=C1)C1=CC(=CC=C1)[C@H]1C[C@@H](CC1)OC(F)(F)F